titanium dioxide zirconium [Zr+4].[O-2].[O-2].[Ti+4]